8-bromo-N-[(4-methyl-1H-benzimidazol-2-yl)methyl]-2-(methylsulfanyl)pyrazolo[1,5-a][1,3,5]triazin-4-amine BrC=1C=NN2C1N=C(N=C2NCC2=NC1=C(N2)C=CC=C1C)SC